C(C)N(CCNC(=O)OC(CCC(=O)OCCC)CCCCCC)CC propyl 4-(((2-(diethylamino)ethyl)carbamoyl)oxy)decanoate